(M)-7-(4-(4-(aminomethyl)-8-methyl-1-oxo-1,2-dihydrophthalazin-6-yl)-1-methyl-1H-pyrazol-5-yl)-3-chloro-6-fluoro-5-methylquinoline-8-carbonitrile NCC1=NNC(C2=C(C=C(C=C12)C=1C=NN(C1C1=C(C(=C2C=C(C=NC2=C1C#N)Cl)C)F)C)C)=O